FC(C1=NN=C(O1)C1=CC(=C(CN(S(=O)(=O)CC(=O)OC)C2=CC=CC=C2)C=C1)F)F methyl 2-(N-(4-(5-(difluoromethyl)-1,3,4-oxadiazol-2-yl)-2-fluorobenzyl)-N-phenylsulfamoyl)acetate